4-[2-hydroxy-1-(2-pyridyl)ethoxy]-6-[5-methyl-1-(4-piperidyl)triazol-4-yl]pyrazolo[1,5-a]pyridine-3-carbonitrile HCl Cl.OCC(OC=1C=2N(C=C(C1)C=1N=NN(C1C)C1CCNCC1)N=CC2C#N)C2=NC=CC=C2